[N-](S(=O)(=O)C(F)(F)F)S(=O)(=O)C(F)(F)F.[N-](S(=O)(=O)C(F)(F)F)S(=O)(=O)C(F)(F)F.[K+].O=C1NC(CCC1N1C(C2=CC=C(C=C2C1)CNC(C(C1=C(C=C(C=C1)OC(F)(F)F)F)(F)F)=O)=O)=O.[K+] N-((2-(2,6-dioxopiperidin-3-yl)-1-oxoisoindolin-5-yl)methyl)-2,2-difluoro-2-(2-fluoro-4-(trifluoromethoxy)phenyl)acetamide potassium bis(trifluoromethanesulfonimide)